1-(2-bromo-6-chloropyridin-4-yl)-2-((morpholin-3-ylmethyl)amino)ethan-1-one BrC1=NC(=CC(=C1)C(CNCC1NCCOC1)=O)Cl